tert-butyl N-[([[(2-[2-chloro-4-[([[2-(2,6-dioxopiperidin-3-yl)-1-oxo-3H-isoindol-5-yl]methyl]-carbamoyl)amino]phenyl]ethyl)sulfanyl]methyl]carbamoyl)methyl]carbamate ClC1=C(C=CC(=C1)NC(NCC=1C=C2CN(C(C2=CC1)=O)C1C(NC(CC1)=O)=O)=O)CCSCNC(=O)CNC(OC(C)(C)C)=O